FC1=CC=C(C=C1)NC(=O)NC1=CC2=C(SCC(N2CC=2N=C3N(C=CC=C3)C2)=O)C=C1 1-(4-fluorophenyl)-3-(4-(imidazo[1,2-a]pyridin-2-ylmethyl)-3-oxo-3,4-dihydro-2H-benzo[b][1,4]thiazin-6-yl)urea